ClC=1C=C(C=CC1Cl)NC(=O)N1N=CC[C@H]1C1=CC=CC=C1 (S)-N-(3,4-dichlorophenyl)-5-phenyl-4,5-dihydro-1H-pyrazole-1-carboxamide